methyl 3-(2-((tert-butoxycarbonyl)(2-hydroxyethyl)amino)-1-hydroxy ethyl)-4-methylbenzoate C(C)(C)(C)OC(=O)N(CC(O)C=1C=C(C(=O)OC)C=CC1C)CCO